CC1(CC1)NC(O[C@H]1C[C@H](CC1)C1=CC(=NN1)NC(CC1=NC=C(N=C1)OC)=O)=O (1R,3S)-3-(3-{[(5-methoxypyrazin-2-yl)acetyl]amino}-1H-pyrazol-5-yl)cyclopentyl (1-methylcyclopropyl)carbamate